5-[4-[[(3S)-1-(3-fluoropropyl)pyrrolidin-3-yl]amino]phenyl]-6-[4-(trifluoromethoxy)phenyl]-8,9-dihydro-7H-benzo[7]annulen-2-ol FCCCN1C[C@H](CC1)NC1=CC=C(C=C1)C1=C(CCCC2=C1C=CC(=C2)O)C2=CC=C(C=C2)OC(F)(F)F